N-((1R,3S)-3-((2-chloro-6-(trifluoromethyl)thieno[2,3-b]pyridin-4-yl)amino)cyclohexyl)-1-methyl-1H-pyrazole-4-carboxamide ClC1=CC=2C(=NC(=CC2N[C@@H]2C[C@@H](CCC2)NC(=O)C=2C=NN(C2)C)C(F)(F)F)S1